ClC1=CC=C(C=N1)CNC1=C2N=CN(C2=NC(=N1)C=1C=NC=CC1)CC N-((6-chloropyridin-3-yl)methyl)-9-ethyl-2-(pyridin-3-yl)-9H-purin-6-amine